[Ca].[Na].[K] Kalium-Natrium-Calcium